2-(isopropylamino)-3-methyl-5-(6-methyl-5-((2-(1-methyl-1H-pyrazol-4-yl)pyridin-4-yl)oxy)pyridin-2-yl)pyrimidin-4(3H)-one dihydrate O.O.C(C)(C)NC1=NC=C(C(N1C)=O)C1=NC(=C(C=C1)OC1=CC(=NC=C1)C=1C=NN(C1)C)C